N-(6-(1-methyl-5-(piperidin-1-ylmethyl)-1H-pyrazol-4-yl)isoquinolin-3-yl)-2-(4-methylpiperidin-1-yl)acetamide camphorsulphonate C12(C(=O)CC(CC1)C2(C)C)CS(=O)(=O)O.CN2N=CC(=C2CN2CCCCC2)C=2C=C1C=C(N=CC1=CC2)NC(CN2CCC(CC2)C)=O